C(C)N(C1=CC(=CC=C1)C)CC N,N-diethyl-m-methylaniline